3-(4-((1R,2S)-1-(5-chloro-7-fluoro-1H-indol-3-yl)-1-(4-(trifluoromethoxy)phenyl)pentan-2-yl)-2-fluorobenzamido)propionic acid ClC=1C=C2C(=CNC2=C(C1)F)[C@H]([C@H](CCC)C1=CC(=C(C(=O)NCCC(=O)O)C=C1)F)C1=CC=C(C=C1)OC(F)(F)F